(dodecanol) adipate C(CCCCC(=O)O)(=O)O.C(CCCCCCCCCCC)O